B([O-])([O-])[O-].[Na+].C(C(=O)F)(=O)F.[Na+].[Na+] difluorooxalic acid sodium borate